BrC1(N=C2N(C(NC3=C2N=CC=C3)=O)C1)C(C)C bromo-2-(propan-2-yl)-2,6-dihydroimidazo[1,2-c]Pyrido[2,3-e]Pyrimidin-5(3H)-one